FC=1C=CC(=C(C(=O)Cl)C1)OC=1C=NC=NC1 5-fluoro-2-(pyrimidin-5-yloxy)benzoyl chloride